C(C1=CC=CC=C1)OC[C@@H]1OCC[C@@H](C1)N1C(=NC=2C=NC=3C=CC(=CC3C21)Cl)C2CC(C2)(F)F 1-(cis-2-((benzyloxy)methyl)tetrahydro-2H-pyran-4-yl)-8-chloro-2-(3,3-difluorocyclobutyl)-1H-imidazo[4,5-c]Quinoline